ethyl 5-((5-hydroxypyridin-2-yl)methoxy)-2-methylbenzofuran-3-carboxylate OC=1C=CC(=NC1)COC=1C=CC2=C(C(=C(O2)C)C(=O)OCC)C1